C1(CCCC1)CC(=O)N1CC=2C=CC(=NC2CC1)N1CC(NCC1)CO 2-cyclopentyl-1-(2-(3-(hydroxymethyl)piperazin-1-yl)-7,8-dihydro-1,6-naphthyridin-6(5H)-yl)ethan-1-one